BrC=1C(=C(CN2C(C=C(C=C2)C=2C=C3C(=NNC3=CC2)C2=CC(=NC=C2)C)=O)C=CC1)F 1-(3-bromo-2-fluorobenzyl)-4-(3-(2-methylpyridin-4-yl)-1H-indazol-5-yl)pyridin-2(1H)-one